ethyl 3-(4-chlorophenyl)-2-((ethoxycarbonyl)(hexyl)amino)propanoate ClC1=CC=C(C=C1)CC(C(=O)OCC)N(CCCCCC)C(=O)OCC